[Cl-].[Cl-].[Zr+2].CC1=C(C(=C(C1(C1=C(C(=N[Si](C)(C)C)N[Si](C)(C)C)C=CC=C1)C)C)C)C pentamethylcyclopentadienyl-[N,N'-bis(trimethylsilyl)benzamidine] zirconium dichloride